NC=1C(=C(C(=O)OC)C=CC1OC(F)(F)F)Cl methyl 3-amino-2-chloro-4-(trifluoromethoxy)benzoate